C(C1=CC=CC=C1)OC(=O)C1=CCN=CO1 [1,3]Oxazine-6(4H)-carboxylic acid benzyl ester